N-methyl-2-oxo-2-(2-(5-(trifluoromethyl)-1,2,4-oxadiazol-3-yl)-6,7-dihydrothieno[3,2-c]pyridin-5(4H)-yl)acetamide CNC(C(N1CC2=C(CC1)SC(=C2)C2=NOC(=N2)C(F)(F)F)=O)=O